OC1=C(C(=O)C2=CC=C(C=C2)OCCC)C=CC(=C1)OCC 2-hydroxy-4-ethoxy-4'-n-propoxybenzophenone